[PH4+].CCCCCCCCCCCCCCC pentadecane phosphonium salt